ammonium tetrakis[3,5-bis(trifluoromethyl)phenyl]borat FC(C=1C=C(C=C(C1)C(F)(F)F)[B-](C1=CC(=CC(=C1)C(F)(F)F)C(F)(F)F)(C1=CC(=CC(=C1)C(F)(F)F)C(F)(F)F)C1=CC(=CC(=C1)C(F)(F)F)C(F)(F)F)(F)F.[NH4+]